3-methyl-4-[methylbis(trimethylsiloxy)silyl]Cinnamic acid CC=1C=C(C=CC(=O)O)C=CC1[Si](O[Si](C)(C)C)(O[Si](C)(C)C)C